1-(dimethylamino)-4-methyl-2-(3-methyl-1,2-oxazol-5-yl)pent-1-en-3-one CN(C=C(C(C(C)C)=O)C1=CC(=NO1)C)C